2,6-diisocyanato-3-pentadecylphenyl acetate C(C)(=O)OC1=C(C(=CC=C1N=C=O)CCCCCCCCCCCCCCC)N=C=O